N1=C(C=CC=C1)C=1C=NC(=CC1)NC1=NC(=NN2C1=C(C(=C2)C2=NN(C=C2)C)C)C=2N(C=CN2)C N-([2,3'-Bipyridin]-6'-yl)-5-methyl-2-(1-methyl-1H-imidazol-2-yl)-6-(1-methyl-1H-pyrazol-3-yl)pyrrolo[2,1-f][1,2,4]triazin-4-amine